2-oxo-5-chloroindole O=C1N=C2C=CC(=CC2=C1)Cl